C(C)OC(=O)N1C(C2(C1)CCC2)N2CCC(CC2)C=2N(C=CN2)C [4-(1-methyl-1H-imidazol-2-yl)piperidin-1-yl]-2-azaspiro[3.3]heptane-2-carboxylic acid ethyl ester